N1(N=NC=C1)CCC(=O)N1CC(=CCC1)C1=CC(=C2C=C(NC2=C1F)C(=O)O)C1=C(C=NC=C1)OC 6-(1-(3-(1H-1,2,3-triazol-1-yl)propanoyl)-1,2,5,6-tetrahydropyridin-3-yl)-7-fluoro-4-(3-methoxypyridin-4-yl)-1H-indole-2-carboxylic acid